2-(4-(methylsulfonyl)phenyl)-7-(2-(morpholinomethyl)pyridin-4-yl)furo[3,2-b]pyridine CS(=O)(=O)C1=CC=C(C=C1)C1=CC2=NC=CC(=C2O1)C1=CC(=NC=C1)CN1CCOCC1